4,4'-methylene-bis(3-chloro-2,6-diethyl-aniline) C(C1=C(C(=C(N)C(=C1)CC)CC)Cl)C1=C(C(=C(N)C(=C1)CC)CC)Cl